Cl.CN(C(=O)C1=NOC2=C1CNCC2)C2(CC2)C2=NC=C(C=N2)C(=O)OC methyl 2-(1-(N-methyl-4,5,6,7-tetrahydroisoxazolo[4,5-c]pyridine-3-carboxamido)cyclopropyl)pyrimidine-5-carboxylate hydrochloride